COC1=CC=C(C=C1)C1(CN(C1)C(=O)OC(C)(C)C)NC(=O)C1=NN2C(C(NC(=C2)C2=CC3=CC=CC=C3C=C2)=O)=C1 tert.-Butyl 3-(4-methoxyphenyl)-3-({[6-(naphthalen-2-yl)-4-oxo-4,5-dihydropyrazolo[1,5-a]pyrazin-2-yl]carbonyl}amino)azetidine-1-carboxylate